(S*)-1-((1,3-dioxoisoindolin-2-yl)(1-((2-(trimethylsilyl)ethoxy)methyl)-1H-benzo[d]imidazol-6-yl)methyl)cyclopropane-1-carbonitrile O=C1N(C(C2=CC=CC=C12)=O)[C@H](C1(CC1)C#N)C=1C=CC2=C(N(C=N2)COCC[Si](C)(C)C)C1 |o1:11|